(3aS,7aR)-5-(4,6-dimethylpyrimidin-2-yl)octahydro-1H-pyrrolo[3,4-c]pyridine CC1=NC(=NC(=C1)C)N1C[C@H]2[C@@H](CC1)CNC2